4-(4-((7-cyclopropyl-6-oxo-5,6-dihydro-1,5-naphthyridin-3-yl)methyl)piperazin-1-yl)-3-fluoro-N-(2-hydroxyethyl)benzamide C1(CC1)C=1C(NC=2C=C(C=NC2C1)CN1CCN(CC1)C1=C(C=C(C(=O)NCCO)C=C1)F)=O